NC=1OC(=CC1)C 2-amino-5-methyl-furan